CC1(OCC(O1)C1=NC=C(C=N1)N)C 2-(2,2-dimethyl-1,3-dioxolan-4-yl)pyrimidin-5-amine